CN1N=CC=C1B1OC(C)(C)C(C)(C)O1 (1-methyl-1H-pyrazol-5-yl)boronic acid pinacol ester